2-(2-Chloro-pyrimidin-4-yl)-3-(4-methoxy-phenyl)-thiazolo[3,2-a]pyrimidin-5-one ClC1=NC=CC(=N1)C1=C(N2C(=NC=CC2=O)S1)C1=CC=C(C=C1)OC